C(C1=CC=CC=C1)N1CC2(C1)CC(C2)NC(=O)N2[C@@H](CN(C[C@@H]2C)C2=CC(=C(C=C2)C#N)OC)C (2R,6S)-N-{2-benzyl-2-azaspiro[3.3]heptan-6-yl}-4-(4-cyano-3-methoxyphenyl)-2,6-dimethylpiperazine-1-carboxamide